Cl.CC1(CCNCC1)C(C#C)O (4-Methyl-piperidin-4-yl)-prop-2-yn-1-ol, hydrochloride salt